C(C)(C)N1N=C(C(=C1)C1=NC=NC=C1)C=1C=C(C=CC1)NC(OC(C)(C)C)=O tert-Butyl {3-[1-isopropyl-4-(pyrimidin-4-yl)-1H-pyrazol-3-yl]phenyl}carbamate